BrC1=CN=C2C=CC(=NC2=C1)\C=C\C1=NC=CC(=N1)C (E)-7-bromo-2-(2-(4-methylpyrimidin-2-yl)vinyl)-1,5-naphthyridine